selenium sulfur 3,5-dimethyl-2-[5-methyl-7-[(3R)-1-methyl-3-piperidyl]-1,8-naphthyridin-2-yl]phenol CC=1C(=C(C=C(C1)C)O)C1=NC2=NC(=CC(=C2C=C1)C)[C@H]1CN(CCC1)C.[S].[Se]